NC1=NC=C(C(=N1)C(F)F)C1=NC(=NC(=N1)N1CCOCC1)N1CCN(CC1)C(CCCNC(C=C)=O)=O N-(4-(4-(4-(2-amino-4-(difluoromethyl)pyrimidin-5-yl)-6-morpholino-1,3,5-triazin-2-yl)piperazin-1-yl)-4-oxobutyl)acrylamide